Cl.COC1(CN(C1)C=1OC=C(N1)C(=O)N)C 2-(3-methoxy-3-methylazetidin-1-yl)oxazole-4-carboxamide hydrochloride